ethyl (E)-2-(hydroxyimino)-2-(1H-tetrazol-5-yl)acetate O\N=C(\C(=O)OCC)/C1=NN=NN1